[Sc].[Te] tellurium-scandium